Cl.FC(C(C)C)(F)F (R)-1,1,1-trifluoro-2-methylpropane hydrochloride